N-{6-cyclopropyl-4-[4-fluoro-2-(4-methyl-4H-1,2,4-triazol-3-yl)phenyl]-2-pyridyl}-5-{[(S)-2-methoxy-1-methylethylamino]methyl}-1-cyclopropyl-2-oxo-1,2-dihydronicotinamide C1(CC1)C1=CC(=CC(=N1)NC(C=1C(N(C=C(C1)CN[C@H](COC)C)C1CC1)=O)=O)C1=C(C=C(C=C1)F)C1=NN=CN1C